C(#N)C=1C=CC2=C(SC=C2C(=O)OCC)C1 ethyl 6-cyanobenzo[b]thiophene-3-carboxylate